ClC1=C(C=C2C=C(N=CC2=C1)NC(=O)[C@H]1[C@@H](C1)OCC)C1CCN(CC1)[C@@]1(COC[C@@H]1O)C (1R,2R)-N-(7-chloro-6-(1-((3R,4R)-4-hydroxy-3-methyltetrahydrofuran-3-yl)piperidin-4-yl)isoquinolin-3-yl)-2-ethoxycyclopropane-1-carboxamide